bis(hydroxy-methyl)fumaric acid OC\C(=C(/C(=O)O)\CO)\C(=O)O